BrC=1C=C(C=C(C1NC)N)OC(F)(F)F 6-bromo-N1-methyl-4-(trifluoromethoxy)benzene-1,2-diamine